lithium isopropylamine salt C(C)(C)N.[Li]